N-(2,2-difluoropropyl)-5-(imidazo[1,2-a]pyrimidin-6-yl)pyrrolo[2,1-f][1,2,4]triazin-2-amine FC(CNC1=NN2C(C=N1)=C(C=C2)C=2C=NC=1N(C2)C=CN1)(C)F